8-Methoxy-N-[(1-methylpyrazol-3-yl)methyl]-6-(5-methyl-2-pyridinyl)quinazolin-4-amine COC=1C=C(C=C2C(=NC=NC12)NCC1=NN(C=C1)C)C1=NC=C(C=C1)C